2-(1-(2,2,2-trifluoroethyl)-1H-pyrazol-4-yl)propan-2-ol FC(CN1N=CC(=C1)C(C)(C)O)(F)F